CC1=CC=C(C=C1)CNC(=O)N 1-[(4-methylphenyl)methyl]urea